2,2,2-trifluoro-1-(7-methoxy-6-nitro-3,4-dihydroisoquinolin-2(1H)-yl)ethan-1-one FC(C(=O)N1CC2=CC(=C(C=C2CC1)[N+](=O)[O-])OC)(F)F